2-(3-cyanophenyl)-1-hydroxy-4-methyl-1H-imidazole-5-carboxylic acid ethyl ester C(C)OC(=O)C1=C(N=C(N1O)C1=CC(=CC=C1)C#N)C